CNC(=O)N1CCCOC12CNC2 N-methyl-5-oxa-2,9-diazaspiro[3.5]nonane-9-carboxamide